C1(CCCCC1)NC1=C2C(=NC(=N1)NC1=C(C=C(C=C1)N1CCOCC1)OC)NN=C2C2=CC1=C(N=C(O1)C)C=C2 N4-cyclohexyl-N6-(2-methoxy-4-morpholinophenyl)-3-(2-methylbenzo[d]oxazol-6-yl)-1H-pyrazolo[3,4-d]pyrimidine-4,6-diamine